The molecule is an azaphilone that is 6H-furo[2,3-h]isochromene-6,8(6aH)-dione substituted by a chloro group at position 5, a 3-hydroxy-2-methylbutanoyl group at position 9, a methyl group at position 6a and a 3-methylpent-1-en-1yl group at position 3. Isolated from Chaetomium globosum, it exhibits natifungal activity against plant pathogenic fungi. It has a role as an antifungal agent and a Chaetomium metabolite. It is an azaphilone, a gamma-lactone, an organochlorine compound, an enone, a secondary alcohol, a beta-hydroxy ketone and an organic heterotricyclic compound. CC[C@H](C)/C=C/C1=CC2=C(C(=O)[C@@]3(C(=C(C(=O)O3)C(=O)[C@@H](C)[C@@H](C)O)C2=CO1)C)Cl